CC1=C(C=C(C(=C1)C)N=C=O)N=C=O 4,6-dimethyl-1,3-phenylenediisocyanate